O1CCN(CC1)CC(C)CCC[C@@H](C)[C@H]1CC[C@H]2[C@@H]3CC=C4C[C@@H](O)CC[C@]4(C)[C@H]3CC[C@]12C morpholinocholesterol